(S)-tert-butyl (1-(4-bromo-1-((2-(trimethylsilyl)ethoxy)methyl)-1H-imidazol-2-yl)but-3-en-1-yl)carbamate BrC=1N=C(N(C1)COCC[Si](C)(C)C)[C@H](CC=C)NC(OC(C)(C)C)=O